FC(C1CC=NO1)F 5-(difluoromethyl)-4H-isoxazole